3-(5-(3-(4-(6-(6-((R)-2-(3-fluorophenyl)pyrrolidin-1-yl)imidazo[1,2-b]pyridazin-3-yl)pyridin-2-yl)piperazin-1-yl)propyl)-1-oxoisoindolin-2-yl)piperidine-2,6-dione FC=1C=C(C=CC1)[C@@H]1N(CCC1)C=1C=CC=2N(N1)C(=CN2)C2=CC=CC(=N2)N2CCN(CC2)CCCC=2C=C1CN(C(C1=CC2)=O)C2C(NC(CC2)=O)=O